1-(2-Methoxynaphthalen-1-yl)-1H-pyrrole-2,5-dione COC1=C(C2=CC=CC=C2C=C1)N1C(C=CC1=O)=O